8-chloro-4-(6,7-dimethylpyrazolo[1,5-a]pyrimidin-3-yl)-2-methyl-2-propyl-2H-benzo[e][1,3]oxazine ClC1=CC=CC=2C(=NC(OC21)(CCC)C)C=2C=NN1C2N=CC(=C1C)C